NC=1C2=C(NC(C1C1=NC3=C(N1)C=C(C=C3)N3CCNCC3)=O)SC=C2 4-amino-5-(6-(piperazin-1-yl)-1H-benzo[d]imidazol-2-yl)thieno[2,3-b]pyridin-6(7H)-one